O[C@@H]1[C@H](CCCC1)NC(CC(CCCCCCCCC)=O)=O N-[(1S,2S)-2-hydroxycyclohexyl]-3-oxo-dodecanamide